C1(CCCC1)NC(C1=CC=C(C=C1)[C@H](C)NC=1N=CC2=C(N1)N(C(C=C2)=O)CC(C)(C)C)=O N-Cyclopentyl-4-[(1S)-1-{[8-(2,2-dimethylpropyl)-7-oxo-pyrido[2,3-d]pyrimidin-2-yl]amino}ethyl]benzamid